tert-butyl (1R,4R)-5-{2-[4-(4-chlorophenyl)-5-(pyridin-4-yl)-1H-imidazol-1-yl]acetyl}-2,5-diazabicyclo[2.2.2]octane-2-carboxylate ClC1=CC=C(C=C1)C=1N=CN(C1C1=CC=NC=C1)CC(=O)N1[C@H]2CN([C@@H](C1)CC2)C(=O)OC(C)(C)C